C[C@@H]1N(C[C@H](NC1)C)C=1C=2C(N(C(N1)=O)C)=C(N(N2)C2OCCCC2)C ((2S,5R)-2,5-dimethylpiperazin-1-yl)-3,4-dimethyl-2-(tetrahydro-2H-pyran-2-yl)-2,4-dihydro-5H-pyrazolo[4,3-d]pyrimidin-5-one